5-(8-(2-cyclopropyl-2,2-difluoroethoxy)imidazo[1,2-b]pyridazin-6-yl)pyrimidine-2,4(1H,3H)-dione C1(CC1)C(COC=1C=2N(N=C(C1)C=1C(NC(NC1)=O)=O)C=CN2)(F)F